BrC(C(=O)OC)C=1C=C(C=C2C1[C@H](OCC21CCOCC1)C)F methyl 2-bromo-2-((R)-6-fluoro-1-methyl-2',3',5',6'-tetrahydrospiro[isochromane-4,4'-pyran]-8-yl)acetate